[C].OC=1C=C(C=CC1C=O)C1=CC=C(C=C1)C(=O)C(=O)C1=CC=C(C=C1)C1=CC(=C(C=C1)C=O)O 4,4'-bis(3-hydroxy-4-formylphenyl)benzil carbon